O1C=C(C=C1)C1=NC(=CC2=C1N=C(N=C2)NC2=NC=C(C=C2)N2CCN(CC2)C)CO [8-(furan-3-yl)-2-[[5-(4-methylpiperazin-1-yl)pyridin-2-yl]amino]pyrido[3,4-d]pyrimidin-6-yl]methanol